1-(8-fluoro-7-(8-fluoronaphthalen-1-yl)-2-((tetrahydro-1H-pyrrolizin-7a(5H)-yl)methoxy)pyrido[4,3-d]pyrimidin-4-yl)azepane-4-carboxylic acid FC1=C(N=CC2=C1N=C(N=C2N2CCC(CCC2)C(=O)O)OCC21CCCN1CCC2)C2=CC=CC1=CC=CC(=C21)F